(3-(2-methyl-1,3-dioxolan-2-yl)phenyl)methanamine CC1(OCCO1)C=1C=C(C=CC1)CN